C(#N)C1=C(C(=C(C(=C1N1C2=CC=CC=C2C=2C=CC=CC12)C#N)N1C2=CC=CC=C2C=2C=CC=CC12)C#N)N1C2=CC=CC=C2C=2C=CC=CC12 1,3,5-tricyano-2,4,6-tris(N-carbazolyl)benzene